FC=1C(=C(C=C(C1)F)CNC(=O)C=1C(=NC(=C(C1)C=1C=CC=2N(N1)C=C(N2)NC(C)=O)C)C)OC2CC(OCC2)C N-({3,5-difluoro-2-[(2-methyloxan-4-yl)oxy]phenyl}methyl)-5-{2-acetamidoimidazo[1,2-b]pyridazin-6-yl}-2,6-dimethylpyridine-3-carboxamide